(R)-ethyl 3-(5-(((tert-butyldimethylsilyl)oxy)methyl)-2-((2-(2-methoxyphenyl)pyrimidin-4-yl)methoxy)phenyl)-2-hydroxypropanoate [Si](C)(C)(C(C)(C)C)OCC=1C=CC(=C(C1)C[C@H](C(=O)OCC)O)OCC1=NC(=NC=C1)C1=C(C=CC=C1)OC